C(#N)C1CCC2=C(C=CC=C12)C1=C(C=C2C(=N1)C(=NN2C(=O)OC(C)(C)C)I)OC tert-Butyl 5-(1-cyano-2,3-dihydro-1H-inden-4-yl)-3-iodo-6-methoxy-1H-pyrazolo[4,3-b]pyridine-1-carboxylate